N4-(2-(dimethylphosphino)phenyl)-5-fluoro-N2-(4-fluoro-3-nitrophenyl)pyrimidine-2,4-diamine CP(C1=C(C=CC=C1)NC1=NC(=NC=C1F)NC1=CC(=C(C=C1)F)[N+](=O)[O-])C